ClC=1N=NC(=C(N1)Cl)C 3,5-dichloro-6-methyl-1,2,4-triazine